6'-chloro-5-[[(1R,2R)-2-[(1S)-1-hydroxyallyl]cyclobutyl]methyl]spiro[2,4-dihydro-1,5-benzoxazepine-3,1'-tetralin]-7-sulfonamide ClC=1C=C2CCCC3(C2=CC1)COC1=C(N(C3)C[C@H]3[C@@H](CC3)[C@H](C=C)O)C=C(C=C1)S(=O)(=O)N